tert-Butyl 4-((2-(5-methyl-1-(o-tolyl)-1H-1,2,3-triazole-4-carboxamido)quinolin-8-yl)methyl)piperazine-1-carboxylate CC1=C(N=NN1C1=C(C=CC=C1)C)C(=O)NC1=NC2=C(C=CC=C2C=C1)CN1CCN(CC1)C(=O)OC(C)(C)C